2-methyl-6-chloro-9-acryloyloxy-10-phenoxy-1,4-dihydroanthracene CC=1CC2=C(C3=CC=C(C=C3C(=C2CC1)OC1=CC=CC=C1)Cl)OC(C=C)=O